C(#N)C=1C=C(C=CC1)C=1N=C(SC1C1=CC(=NC(=C1)C)C(F)F)NC(=O)N1CC2(CC1)OCCN(C2)C N-[4-(3-Cyanophenyl)-5-[2-(difluoromethyl)-6-methyl-4-pyridyl]thiazol-2-yl]-9-methyl-6-oxa-2,9-diazaspiro[4.5]decane-2-carboxamide